2-methyl-N-[2,2,2-trideuterio-1-methyl-1-(trideuteriomethyl)ethyl]propane-2-sulfinamide CC(C)(C)S(=O)NC(C([2H])([2H])[2H])(C([2H])([2H])[2H])C